O.[Ir](Cl)(Cl)Cl Iridium(III) Chloride Hydrate